BrC=1C=C(N(N1)C1=NC=CC=C1Cl)C(=O)NC1=C(C=C(C=C1Cl)C(F)(F)F)C(N)=O 5-bromo-N-[2-carbamoyl-6-chloro-4-(trifluoromethyl)phenyl]-2-(3-chloro-2-pyridyl)pyrazole-3-carboxamide